CONC1=C2NC=NC2=NC=N1 N-methoxy-7H-purin-6-amine